4-((dimethylamino)methyl)-N-(3-methoxybenzyl)thiazol-2-amine CN(C)CC=1N=C(SC1)NCC1=CC(=CC=C1)OC